IC=1C=CC2=C(OCC(N2)=O)N1 6-iodo-1H-pyrido[2,3-b][1,4]Oxazin-2(3H)-one